6-(6-cyclopropyl-7-ethoxyimidazo[1,2-a]pyridin-3-yl)-N-((3R,4S)-4-(trifluoromethyl)pyrrolidin-3-yl)pyridin-2-amine C1(CC1)C=1C(=CC=2N(C1)C(=CN2)C2=CC=CC(=N2)N[C@H]2CNC[C@@H]2C(F)(F)F)OCC